O=C1NC(CCC1N1C(N(C2=C1C=CC(=C2)C2C(CN(CC2)CC(=O)O)(F)F)C(C)C)=O)=O 2-[4-[1-(2,6-dioxo-3-piperidyl)-3-isopropyl-2-oxo-benzimidazol-5-yl]-3,3-difluoro-1-piperidyl]acetic acid